ClC1=CC=C(C=C1)C1C(=C(NC2=CC=C3C(=C12)NN=C3)C=3NC1=CC=CC=C1C3)C#N 9-(4-chlorophenyl)-7-(1H-indol-2-yl)-6,9-dihydro-1H-pyrazolo[3,4-f]Quinoline-8-carbonitrile